(2R,6S)-2,6-dimethyl-4-(6-vinylpyridin-2-yl)morpholine C[C@@H]1CN(C[C@@H](O1)C)C1=NC(=CC=C1)C=C